ClC1=C(C=C(C(=C1)F)C=1C2=C(N=CN1)C=C(S2)N2CCOCC2)C(C(=O)N)C=2N=NC(=CC2)OC 2-[2-Chloro-4-fluoro-5-(6-morpholin-4-yl-thieno[3,2-d]-pyrimidin-4-yl)-phenyl]-2-(6-methoxy-pyridazin-3-yl)acetamide